[Co+2].ClC1=C(C=CC(=C1)Cl)C=1C2=CC=C(N2)C(=C2C=CC(C(=C3C=CC(=C(C=4C=CC1N4)C4=C(C=C(C=C4)Cl)Cl)N3)C3=C(C=C(C=C3)Cl)Cl)=N2)C2=C(C=C(C=C2)Cl)Cl 5,10,15,20-tetrakis(2,4-dichlorophenyl)porphyrin cobalt (II)